N(=[N+]=[N-])[C@@H]1[C@H]([C@@H](O[C@H]1CO[Si](C1=CC=CC=C1)(C1=CC=CC=C1)C(C)(C)C)C(OC)OC)O (2R,3R,4R,5R)-4-azido-5-(((tert-butyldiphenylsilyl)oxy)methyl)-2-(dimethoxymethyl)tetrahydrofuran-3-ol